((3,3-Difluorocyclobutyl)methoxy)-7-(trifluoromethylthio)-2,3-dihydro-1H-inden-1-one FC1(CC(C1)COC1C(C2=C(C=CC=C2C1)SC(F)(F)F)=O)F